(2S)-2-{[(tert-butoxy)carbonyl]amino}-5-(2-nitro-1H-imidazol-1-yl)pentanoic acid C(C)(C)(C)OC(=O)N[C@H](C(=O)O)CCCN1C(=NC=C1)[N+](=O)[O-]